C(C)OC(=O)C1N(CCC2=C1SC(=C2)Br)C(C)=O 6-Acetyl-2-bromo-4,5,6,7-tetrahydrothieno[2,3-c]pyridine-7-carboxylic acid ethyl ester